N[C@@H](C(=O)N1CCN(CC1)C)C1(CC1)C1=CC(=C(C=C1)Br)F (R)-2-amino-2-(1-(4-bromo-3-fluorophenyl)cyclopropyl)-1-(4-methylpiperazin-1-yl)ethan-1-one